(2S)-2-amino-N-[3-fluoro-4-(hydroxymethyl)phenyl]propanamide N[C@H](C(=O)NC1=CC(=C(C=C1)CO)F)C